6-(4-Fluorophenyl)pyrazolo[4,3-b]pyridin FC1=CC=C(C=C1)C=1C=C2C(=NC1)C=NN2